N1(N=CC=C1)C=1C=C(OC2=NC(=CC(=C2)N2N=CC=C2)C(=C)C)C=CC1 2-(3-(1H-pyrazol-1-yl)phenoxy)-6-(prop-1-en-2-yl)-4-(1H-pyrazol-1-yl)pyridine